3-(4-(tert-Butyl)phenyl)imidazo[1,5-a]pyridine-6-carboxylic acid C(C)(C)(C)C1=CC=C(C=C1)C1=NC=C2N1C=C(C=C2)C(=O)O